COC(CCC1=CC(=CC=C1)C(=O)C1=CN=C(N1)C1=CC(=CC=C1)OC=1C(=C2C=CNC2=CC1)C=NO)=O.FC(C1=CC=C(C=C1)N1C(CCCC1)=O)(F)F 1-(4-trifluoromethylphenyl)piperidin-2-one Methyl-3-(3-(2-(3-((4-((hydroxyimino)methyl)-1H-indol-5-yl)oxy)phenyl)-1H-imidazole-5-carbonyl)phenyl)propanoate